2-amino-3-(3-bromo-5-chloro-7-{[(1,3-thiazol-2-yl)methyl]amino}thieno[3,2-b]pyridin-2-yl)propan-1-ol dihydrochloride Cl.Cl.NC(CO)CC1=C(C2=NC(=CC(=C2S1)NCC=1SC=CN1)Cl)Br